5-[4-(2-cyclopropylmethoxy-pyridin-3-yl)-2-fluoro-phenyl]-pentanoic acid C1(CC1)COC1=NC=CC=C1C1=CC(=C(C=C1)CCCCC(=O)O)F